BrC1=C(C=CC(=C1)Cl)OCC1(CC1)C(F)(F)F 2-BROMO-4-CHLORO-1-[[1-(TRIFLUOROMETHYL)CYCLOPROPYL]METHOXY]BENZENE